6-(((3S,5R)-1-(tert-butoxycarbonyl)-5-carboxypyrrolidin-3-yl)amino)-N,N,N-trimethyl-6-oxohexan-1-aminium chloride [Cl-].C(C)(C)(C)OC(=O)N1C[C@H](C[C@@H]1C(=O)O)NC(CCCCC[N+](C)(C)C)=O